4-amino-N'-(cyclopropanecarbonyl)-N-((5-(1-(difluoromethyl)-1H-pyrazol-4-yl)pyridin-2-yl)methyl)-N',1-dimethyl-1H-pyrazolo[4,3-c]quinoline-8-carbohydrazide NC1=NC=2C=CC(=CC2C2=C1C=NN2C)C(=O)N(N(C)C(=O)C2CC2)CC2=NC=C(C=C2)C=2C=NN(C2)C(F)F